C(C)C=C(C(=O)O)CCCCCC.C(C=C)(=O)OC(CCCCC)CC ethylhexyl acrylate (ethylhexylacrylate)